ClC1=C(C(=CC=C1Cl)OC)C(NC(C(C)C)=O)C1=CC=NC=C1 N-[(2,3-dichloro-6-methoxyphenyl)(pyridin-4-yl)methyl]-2-methyl-propanamide